2-[(2,5-dimethylphenyl)sulfinyl]Thioxanthone CC1=C(C=C(C=C1)C)S(=O)C1=CC=2C(C3=CC=CC=C3SC2C=C1)=O